5-benzyl-4-(3-chloro-4-fluorophenyl)thiazol-2-amine C(C1=CC=CC=C1)C1=C(N=C(S1)N)C1=CC(=C(C=C1)F)Cl